[C@@]12(C(=O)CC(CC1)C2(C)C)CS(=O)(=O)[O-] (R)-camphorsulfonate